7-(5-chloro-3-methyl-1H-indazol-4-yl)-8-fluoro-2-{[(2R,7aS)-2-fluorotetrahydro-1H-pyrrolizin-7a(5H)-yl]methoxy}-4-(8-oxa-3-azabicyclo[3.2.1]octan-3-yl)pyrido[4,3-d]pyrimidine ClC=1C(=C2C(=NNC2=CC1)C)C1=C(C=2N=C(N=C(C2C=N1)N1CC2CCC(C1)O2)OC[C@]21CCCN1C[C@@H](C2)F)F